(R)-6-(5-(1-methyl-1H-1,2,3-triazol-4-yl)pyridin-3-yl)-N-(1-phenylethyl)quinazolin-4-amine CN1N=NC(=C1)C=1C=C(C=NC1)C=1C=C2C(=NC=NC2=CC1)N[C@H](C)C1=CC=CC=C1